(5-methyl-1H-pyrazol-3-yl)thieno[2,3-d]pyrimidine-2,4-diamine CC1=CC(=NN1)C1=CSC=2N=C(N=C(C21)N)N